BrC=1C=C2C(=C(C(N(C2=NC1)CCN1CCOCC1)=O)C(=O)OCC1=CC=CC=C1)O benzyl 6-bromo-4-hydroxy-1-(2-morpholinoethyl)-2-oxo-1,2-dihydro-1,8-naphthyridine-3-carboxylate